N,N-Dimethyl-Acetamide tert-butyl-4-[6-(methylcarbamoyl)imidazo[1,2-a]pyridin-2-yl]-3-oxo-piperazine-1-carboxylate C(C)(C)(C)OC(=O)N1CC(N(CC1)C=1N=C2N(C=C(C=C2)C(NC)=O)C1)=O.CN(C(C)=O)C